(1-(6-chloro-3,5-dicyano-4-ethylpyridin-2-yl)-4-(hydroxymethyl)piperidin-4-yl)carbamic acid tert-butyl ester C(C)(C)(C)OC(NC1(CCN(CC1)C1=NC(=C(C(=C1C#N)CC)C#N)Cl)CO)=O